FC1=C(C=CC=C1)/C=C/C=O (E)-3-(2-fluorophenyl)acrylaldehyde